C(C)OC(CNC(=O)C1CC1)=O 2-(cyclopropanecarboxamido)acetic acid ethyl ester